N[C@@H]1CC[C@@]12[C@H]1[C@@]34CCN([C@@H]([C@@]3(CC2)O)CC2=CC=C(C(=C24)O1)O)CC1CC1 (1S,2R,4'R,4a'S,7a'S,12b'S)-2-amino-3'-(cyclopropylmethyl)-1',2',3',4',5',6'-hexahydro-4a'H,7a'H-spiro[cyclobutane-1,7'-[4,12]methanobenzofuro[3,2-e]isoquinoline]-4a',9'-diol